ClC1=CC=C(C=C1)S(=O)(=O)C1(C(=NN(C1)C(=O)NCC(C)(NS(N)(=O)=O)C)C1=CC=C(C=C1)F)C1=CC=CC=C1 ((4-chlorophenyl)sulfonyl)-3-(4-fluorophenyl)-N-(2-methyl-2-(sulfamoylamino)propyl)-4-phenyl-4,5-dihydro-1H-pyrazole-1-carboxamide